ClC=1C(=NC(=C(C1)Cl)C1=CC=C(C=C1)C(F)(F)F)C(=O)OC Methyl 3,5-dichloro-6-(4-(trifluoromethyl) phenyl)picolinate